NC=1C=C(C=CC1N)C1=CC(=C(C=C1)N)N 3,3',4,4'-tetraamino-1,1'-biphenyl